2-(1,2,3,4-tetrahydronaphthalen-1-ylidene)acetonitrile C1(CCCC2=CC=CC=C12)=CC#N